(R)-9-([1,2,4]triazolo[4,3-a]pyrazin-8-yl)-2-(2-(8-methyl-6-(3-methyl-3-phenylpyrrolidin-1-yl)-[1,2,4]triazolo[1,5-a]pyridin-2-yl)ethyl)-2,9-diazaspiro[5.5]undecan-1-one N=1N=CN2C1C(=NC=C2)N2CCC1(CCCN(C1=O)CCC1=NN3C(C(=CC(=C3)N3C[C@](CC3)(C3=CC=CC=C3)C)C)=N1)CC2